4-(8-{2-[ethyl(isopropyl)carbamoyl]-4-fluorophenyl}pyrrolo[1,2-a]pyrazin-6-yl)-1,2,3,6-tetrahydropyridine-1-carboxylic acid tert-butyl ester C(C)(C)(C)OC(=O)N1CCC(=CC1)C1=CC(=C2N1C=CN=C2)C2=C(C=C(C=C2)F)C(N(C(C)C)CC)=O